gallium tin [Sn].[Ga]